BrC1=CC=C2C(=NN(C(C2=C1)=O)CC(=O)[O-])OC(F)(F)F 2-(7-bromo-1-oxo-4-(trifluoromethoxy)phthalazin-2(1H)-yl)acetate